FC1=CC=C2C=C(C=C(C2=C1C#C[Si](C(C)C)(C(C)C)C(C)C)B1OC(C(O1)(C)C)(C)C)OCOC 2-[7-fluoro-3-(methoxy-methoxy)-8-[2-[tris(1-methylethyl)silyl]ethynyl]-1-naphthalenyl]-4,4,5,5-tetramethyl-1,3,2-dioxaborolane